C1(CC1)N1N=C2C(=NN(C(C2=C1)=O)C1(CC1)C(=O)OC(C)(C)C)C(C)C tert-butyl 1-(2-cyclopropyl-7-isopropyl-4-oxo-pyrazolo[3,4-d]pyridazin-5-yl)cyclopropanecarboxylate